bis(trifluorophenylsilyl) chromate [Cr](=O)(=O)(O[SiH2]C1=C(C(=C(C=C1)F)F)F)O[SiH2]C1=C(C(=C(C=C1)F)F)F